O1[CH-]CCCC1.[Ti+4].O1[CH-]CCCC1.O1[CH-]CCCC1.O1[CH-]CCCC1 titanium oxanide